C(S(=O)(=O)Cl)S(=O)(=O)Cl methanedisulfonic acid chloride